(±)-3-(1-methyl-6-(piperazin-1-yl)-1H-indazol-3-yl)piperidine-2,6-dione hydrochloride Cl.CN1N=C(C2=CC=C(C=C12)N1CCNCC1)[C@@H]1C(NC(CC1)=O)=O |r|